1-(9Z-hexadecenoyl)-2-(6Z,9Z,12Z,15Z-octadecatetraenoyl)-sn-glycero-3-phosphocholine CCCCCC/C=C\CCCCCCCC(=O)OC[C@H](COP(=O)([O-])OCC[N+](C)(C)C)OC(=O)CCCC/C=C\C/C=C\C/C=C\C/C=C\CC